4-(6-decyl-decahydronaphthalene-2-oxy)-1,3-phenylenediamine C(CCCCCCCCC)C1CC2CCC(CC2CC1)OC1=C(C=C(C=C1)N)N